(E)-3-benzazepin-2-one C=1C(/N=C/C=C2C1C=CC=C2)=O